BrCCOCCOCCNC(OC(C)(C)C)=O tert-butyl 2-(2-(2-bromoethoxy) ethoxy)-ethylcarbamate